(R)-2-(benzyl(((1s,4S)-4-(benzyloxy)cyclohexyl)methyl)amino)-1-(5-fluoropyridin-3-yl)ethan-1-ol C(C1=CC=CC=C1)N(C[C@H](O)C=1C=NC=C(C1)F)CC1CCC(CC1)OCC1=CC=CC=C1